(R)-2,2-difluorocyclopropane-1-carbonyl chloride FC1([C@@H](C1)C(=O)Cl)F